7-ethyl-5-fluoro-N-{2-[3-methoxy-4-(methylamino)pyrrolidin-1-yl]-5,6,7,8-tetrahydroquinolin-6-yl}-7H-pyrrolo[2,3-c]pyridazine-3-carboxamide C(C)N1C=C(C2=C1N=NC(=C2)C(=O)NC2CC=1C=CC(=NC1CC2)N2CC(C(C2)NC)OC)F